3,6-dicyano-9H-carbazole C(#N)C=1C=CC=2NC3=CC=C(C=C3C2C1)C#N